C12CC(CC(CC1)C2)C(C(NC2=CC=C1C(=C2)NC(C12CCOCC2)=O)=O)NC(=O)C=2N(N=CC2)C N-{1-(Bicyclo[3.2.1]octan-3-yl)-2-oxo-2-[(2-oxospiro[1H-indole-3,4'-oxane]-6-yl)amino]-ethyl}-2-methylpyrazole-3-carboxamide